ClC1=CNC2=C(C=CC(=C12)Cl)C1=C(C=CC(=C1)S(=O)(=O)N1CCN(CC1)CCOCCC1=NC=CC=C1)S(=O)(=O)N (3,4-dichloro-1H-indol-7-yl)-4-((4-(2-(2-(pyridin-2-yl)ethoxy)ethyl)piperazin-1-yl)sulfonyl)benzenesulfonamide